(7S)-11,12-dichloro-9-(2,6-difluorophenyl)-3,7-dimethyl-2,4,5,8,13-pentaazatricyclo[8.4.0.02,6]tetradeca-1(10),3,5,8,11,13-hexaene ClC=1C=2C(=N[C@H](C3=NN=C(N3C2C=NC1Cl)C)C)C1=C(C=CC=C1F)F